pyridine-2,6-dicarboxylic anhydride N1=C2C=CC=C1C(=O)OC2=O